2-butyl-1-[(2-oxo-4-propylpyrrolidin-1-yl)methyl]-1H-benzimidazole-5-carbonitrile C(CCC)C1=NC2=C(N1CN1C(CC(C1)CCC)=O)C=CC(=C2)C#N